NC1=NC2=NC(=NC=C2N1)N diamino-purine